1-((2-(3-bromo-2-methylphenyl)oxazolo[5,4-b]pyridin-6-yl)methyl)pyrrolidine-3-carboxylic acid BrC=1C(=C(C=CC1)C=1OC2=NC=C(C=C2N1)CN1CC(CC1)C(=O)O)C